FC1(C2(CN(C2)C(=O)OC(C)(C)C)CCN(C1)C(=O)OCC1=CC=CC=C1)F O7-benzyl O2-tert-butyl 5,5-difluoro-2,7-diazaspiro[3.5]nonane-2,7-dicarboxylate